2-[(7-bromo-1,3-benzothiazol-2-yl)oxy]ethoxy-tert-butyl-dimethyl-silane BrC1=CC=CC=2N=C(SC21)OCCO[Si](C)(C)C(C)(C)C